N-(4-(2-fluorophenoxy)-2-(methyl(2-(methylamino)propyl)amino)-3-(trifluoromethyl)phenyl)-1-(pyridazin-4-yl)-1H-pyrazole-3-carboxamide FC1=C(OC2=C(C(=C(C=C2)NC(=O)C2=NN(C=C2)C2=CN=NC=C2)N(CC(C)NC)C)C(F)(F)F)C=CC=C1